4-(4-bromophenyl)-2-methyl-3-(methylthio)-1-toluenesulfonyl-1H-pyrrole BrC1=CC=C(C=C1)C=1C(=C(N(C1)S(=O)(=O)CC1=CC=CC=C1)C)SC